CC=1C=C(C(=O)N)C=CC1C 3,4-dimethylbenzamide